C(CCCCCC)C1OC2=CC(=CC=C2C(C1)NCC1=C(C=C(C=C1)F)F)OC 2-heptyl-4-(2,4-difluorobenzylamino)-7-methoxychroman